tert-butyl (4S)-4-allyl-6-oxo-1,3-oxazinane-3-carboxylate C(C=C)[C@@H]1N(COC(C1)=O)C(=O)OC(C)(C)C